NC1=CC=C(C=N1)C=1CCN(CC1)C(=O)OC(C)(C)C tert-butyl 6-amino-3',6'-dihydro-[3,4'-bipyridine]-1'(2'H)-carboxylate